ClC1=C(C=CC(=C1)F)NC(=O)C1CN(C1)C(=O)N1CCN(CC1)C=1OC=2C(=NC(=CC2)Cl)N1 N-(2-chloro-4-fluoro-phenyl)-1-[4-(5-chlorooxazolo[4,5-b]pyridin-2-yl)piperazine-1-carbonyl]azetidine-3-carboxamide